4-amino-2,2-bipyridyl iron sulfate S(=O)(=O)([O-])[O-].[Fe+2].NC1=CC(=NC=C1)C1=NC=CC=C1